CC1(N(CCNC1=O)C(=O)C1=NN(C=2C3=C(CCC12)C=C(C(=C3)C=3C=C(C=NC3)C(=O)N)OC)C3=CSC=C3)C 5-[3-(2,2-dimethyl-3-oxo-piperazine-1-carbonyl)-7-methoxy-1-(3-thienyl)-4,5-dihydrobenzo[g]indazol-8-yl]pyridine-3-carboxamide